Methylene-Disalicylate C(OC=1C(C(=O)[O-])=CC=CC1)OC=1C(C(=O)[O-])=CC=CC1